7-((4-(2-methyl-6-(methylcarbamoyl)pyridin-3-yl)piperazin-1-yl)methyl)-9-fluoro-2-methylpyrazolo[1,5-a]quinoxalin-4(5H)-one CC1=NC(=CC=C1N1CCN(CC1)CC=1C=C2NC(C=3N(C2=C(C1)F)N=C(C3)C)=O)C(NC)=O